C(C1=CC=CC=C1)OC(=O)N[C@](C(=O)OC(C)C)(CC(C)(C)C)C=1C=C2C=CC(=NC2=CC1)C=1C=NN(C1)C(F)F isopropyl (R)-2-(((benzyloxy) carbonyl) amino)-2-(2-(1-(difluoromethyl)-1H-pyrazol-4-yl) quinolin-6-yl)-4,4-dimethylpentanoate